FC1=C(C=CC=C1)CC(CC(C)C)(C)NC(=O)C=1C=C2C(=NC1)N(C=C2)C N-(1-(2-fluorophenyl)-2,4-dimethylpentan-2-yl)-1-methyl-1H-pyrrolo[2,3-b]pyridine-5-carboxamide